CN1N=C(C(=C1)C)B1OC(C(O1)(C)C)(C)C 1,4-dimethyl-3-(4,4,5,5-tetramethyl-1,3,2-dioxaborolan-2-yl)pyrazole